3-bromo-2-fluoro-N-isopentylbenzamide BrC=1C(=C(C(=O)NCCC(C)C)C=CC1)F